N[C@@H]1C2=CC=CC=C2CC12CCN(CC2)C=2NC(C1=C(N2)NN=C1C1=CCOC2=CC(=CC=C12)C(F)(F)F)=O (S)-6-(1-amino-1,3-dihydrospiro[indene-2,4'-piperidin]-1'-yl)-3-(7-(trifluoromethyl)-2H-chromen-4-yl)-1,5-dihydro-4H-pyrazolo[3,4-d]pyrimidin-4-one